CN1C(N(C=2N=CN(C2C1=O)[C@@H](C(=O)OCC)C)C)=O (R)-ethyl 2-(1,3-dimethyl-2,6-dioxo-2,3-dihydro-1H-purin-7(6H)-yl)propanoate